(1r,4r)-N1,N1-dibenzyl-N4-(2-chloroethyl)-N4-methylcyclohexane-1,4-diamine C(C1=CC=CC=C1)N(C1CCC(CC1)N(C)CCCl)CC1=CC=CC=C1